(5R,8S)-N-(4-chloro-3-cyanophenyl)-1-fluoro-6,7,8,9-tetrahydro-5H-5,8-epiminocyclohepta[c]pyridine-10-carboxamide ClC1=C(C=C(C=C1)NC(=O)N1[C@@H]2CC[C@H]1CC=1C(=NC=CC12)F)C#N